N5-(2,5,8,11,14,17,20,23-octaoxopentacosan-25-yl)glutaramide O=C(C)CCC(CCC(CCC(CCC(CCC(CCC(CCC(CCNC(CCCC(=O)N)=O)=O)=O)=O)=O)=O)=O)=O